COC1=CC=C(C=C1)C=1C=CC=C2C=NC(=NC12)NC=1C=NC(=NC1)N1CCN(CC1)C 8-(4-(methoxy)phenyl)-N-(2-(4-methylpiperazin-1-yl)pyrimidin-5-yl)quinazolin-2-amine